7-ethyl-2-methylundecan-4-yl 7-((5-hydroxypentyl)amino)heptanoate OCCCCCNCCCCCCC(=O)OC(CC(C)C)CCC(CCCC)CC